OCC1(CCC1)NC(=O)C1=C(OC2=C1C=C(C=C2)OCC2=NC=CC=C2)C N-(1-(hydroxymethyl)cyclobutyl)-2-methyl-5-(pyridin-2-ylmethoxy)benzofuran-3-carboxamide